C(C)(C)C(C(C)C)CCCCCCCCCCC(C(C)C)C(C)C 3,14-diisopropyl-2,15-dimethyl-hexadecane